[C@H]12CN(C[C@H](CC1)N2)C2=NC(=NC1=CC(=CC=C21)C2=C1C=NNC1=CC=C2C)OC[C@H]2N(CCC2)C 4-((1R,5S)-3,8-diazabicyclo[3.2.1]octan-3-yl)-7-(5-methyl-1H-indazol-4-yl)-2-(((S)-1-methylpyrrolidin-2-yl)methoxy)quinazoline